(trans-3-hydroxycyclobutyl)carbamic acid tert-butyl ester C(C)(C)(C)OC(N[C@@H]1C[C@H](C1)O)=O